The molecule is a sesquiterpenoid isolated from the leaves of Eremophila mitchellii. It has a role as a plant metabolite. It is a carbobicyclic compound, a hydroxy monocarboxylic acid, an alpha,beta-unsaturated monocarboxylic acid and a member of octahydronaphthalenes. C[C@H]1CC[C@@H]([C@@H]2[C@H]1CCC(=C2)C(=O)O)C(=C)CO